[N+](=O)([O-])C1=C(C=C(C=C1)F)C(F)(F)F 2-nitro-5-fluorobenzotrifluoride